FC1(CCN(CC1)C1=NC2=CC(=C(C=C2C(=N1)N[C@H](C)N[C@H]1[C@@H](COC1)O)OC)OCCCN1CCCC1)F (3S,4R)-4-(((R)-1-((2-(4,4-difluoropiperidin-1-yl)-6-methoxy-7-(3-(pyrrolidin-1-yl)propoxy)quinazolin-4-yl)amino)ethyl)amino)tetrahydrofuran-3-ol